FC1(CCNCC1)CN1C=CC2=CC(=CC(=C12)C1=NC=NN2C1=CC(=C2)CN2C(C1C(C1C2=O)(C)C)=O)C(F)(F)F 3-((4-(1-((4-fluoropiperidin-4-yl)methyl)-5-(trifluoromethyl)-1H-indol-7-yl)pyrrolo[2,1-f][1,2,4]triazin-6-yl)methyl)-6,6-dimethyl-3-azabicyclo[3.1.0]hexane-2,4-dione